7-(4-cyclopropyl-6-methoxypyrimidin-5-yl)-2-hydrazono-1-(4-(1-methyl-4-(trifluoromethyl)-1H-imidazol-2-yl)benzyl)-1,2,3,4-tetrahydropyrimido[4,5-d]pyrimidine C1(CC1)C1=NC=NC(=C1C1=NC=C2C(=N1)N(C(NC2)=NN)CC2=CC=C(C=C2)C=2N(C=C(N2)C(F)(F)F)C)OC